FC(C1=CC=C2CCC(CC2=C1)CO)(F)F (7-(trifluoromethyl)-1,2,3,4-tetrahydronaphthalen-2-yl)methanol